2-(4-fluorophenyl)-N-(2-(3-hydroxy-3-methylbutyl)-6-(thiophene-3-yl)-2H-indazol-5-yl)thiazole-4-carboxamide FC1=CC=C(C=C1)C=1SC=C(N1)C(=O)NC1=CC2=CN(N=C2C=C1C1=CSC=C1)CCC(C)(C)O